N[C@H]1CN(CCC1)C(=O)C=1C=CC=2N(C1)N=C(C2C)C2=CC=1C(=NC(=CC1)C(C(F)(F)F)C)N2CC2CC2 2-(2-{6-[(3R)-3-Aminopiperidine-1-carbonyl]-3-methylpyrazolo[1,5-a]pyridin-2-yl}-1-(cyclopropylmethyl)-1H-pyrrolo[2,3-b]pyridin-6-yl)-1,1,1-trifluoropropan